1-(4-(4-((3-chloro-4-(pyridin-2-ylmethoxy-d2)phenyl)amino)-7H-pyrrolo[2,3-d]pyrimidin-5-yl)piperidin-1-yl)prop-2-en-1-one ClC=1C=C(C=CC1OC([2H])([2H])C1=NC=CC=C1)NC=1C2=C(N=CN1)NC=C2C2CCN(CC2)C(C=C)=O